ClC1=C(C=C(C=N1)NC(OC(C)(C)C)=O)F tert-Butyl 6-chloro-5-fluoropyridin-3-ylcarbamate